6-methyl-2-(4-(4,4,5,5-tetramethyl-1,3,2-dioxaborolan-2-yl)phenyl)oxazolo[5,4-b]pyridine CC=1C=C2C(=NC1)OC(=N2)C2=CC=C(C=C2)B2OC(C(O2)(C)C)(C)C